N1=CC(=CC2=CC=CC=C12)[C@H](CC(=O)O)N1N=C2C=C(C=CC2=C1)CCC1NC2=NC=CC=C2CC1 (3S)-3-(Quinolin-3-yl)-3-(6-(2-(1,2,3,4-tetrahydro-1,8-naphthyridin-2-yl)-ethyl)-2H-indazol-2-yl)propanoic acid